C(C)(=O)[C@@H]1CN(CCC1)C(=O)OCC1=CC=CC=C1 benzyl (S)-3-acetylpiperidine-1-carboxylate